COC1=CN=C2C(=N1)N(C(C(=C2)C2CCNCC2)=O)CC2=NC=CC=C2C(F)(F)F 3-methoxy-7-(piperidin-4-yl)-5-((3-(trifluoromethyl)pyridin-2-yl)methyl)pyrido[2,3-b]pyrazin-6(5H)-one